N-(cyclobutylmethyl)-1-[2-[[4-(6-methoxy-1H-indazol-4-yl)triazol-1-yl]methyl]pyrimidin-5-yl]piperidin-3-amine C1(CCC1)CNC1CN(CCC1)C=1C=NC(=NC1)CN1N=NC(=C1)C1=C2C=NNC2=CC(=C1)OC